Ditert-butoxydiacetoxysilan C(C)(C)(C)O[Si](OC(C)=O)(OC(C)=O)OC(C)(C)C